2-[3-chloro-5-(trifluoromethyl)pyridin-2-yl]-1,3-propanedioic acid diethyl ester C(C)OC(C(C(=O)OCC)C1=NC=C(C=C1Cl)C(F)(F)F)=O